C(C)OC(CC1=CC(=CC=C1)I)=O 3-iodophenylacetic acid ethyl ester